NC1=CC=C(OC2=CC=C(C#N)C=C2)C=C1 4-(4-aminophenoxy)benzonitrile